ClC1=CC=C(C=C1)[C@@]1(N(C(C2=CC(=CC(=C12)F)C(=O)C=1C=NN(C1)C1CN(C1)C(=O)OC(C)(C)C)=O)CC1=NC=C(C=C1)Cl)OC tert-Butyl 3-{4-[(1R)-1-(4-chlorophenyl)-2-[(5-chloropyridin-2-yl)methyl]-7-fluoro-1-methoxy-3-oxo-2,3-dihydro-1H-isoindole-5-carbonyl]-1H-pyrazol-1-yl}azetidine-1-carboxylate